C(C)(=O)O.C(C)(=O)O.C(C(C)N)N propylenediamine diacetate